2-(4-Methyl-[1,4]diazepan-1-yl)-1,7,11b-triaza-benzo[c]fluorene-6-carboxylic acid ethylamide C(C)NC(=O)C1=CC2=C(N3C=4C=CC=CC4N=C13)N=C(C=C2)N2CCN(CCC2)C